C(#N)C=1C=C(C=CC1)NC(N(C)C1=CC=C(OC2CN(C2)C=2C(=C(C(=O)O)C=CC2)N2C=CC=C2)C=C1)=O 3-(3-(4-(3-(3-cyanophenyl)-1-methylureido)phenoxy)azetidin-1-yl)-2-(1H-pyrrol-1-yl)benzoic acid